C(C)(=O)OCC([C@H](C(=O)NCCC(=O)NCCSC(/C=C/C(=O)OC(C)(C)C)=O)O)(C)C tert-butyl (2E)-4-[(2-[3-[(2R)-4-(acetyloxy)-2-hydroxy-3,3-dimethylbutanamido]propanamido]ethyl)sulfanyl]-4-oxobut-2-enoate